FC=1C=C(C2=C(C=CS2)C1)C#N 5-Fluoro-1-benzothiophene-7-carbonitrile